FC(C1=CC=C2C(N(C(NC2=C1)=S)C1=CC=CC=C1)=O)(F)F 7-trifluoromethyl-3-phenyl-2-thioxo-2,3-dihydro-quinazolin-4(1H)-one